2-(2,6-dioxo-3-piperidinyl)-5-[(3R)-pyrrolidin-3-yl]oxy-isoindoline-1,3-dione, hydrochloride Cl.O=C1NC(CCC1N1C(C2=CC=C(C=C2C1=O)O[C@H]1CNCC1)=O)=O